C(C1=CC=CC=C1)[C@H]1[C@@H](CN(C1)C(=O)OC(C)(C)C)C(=O)OC |r| 1-tert-Butyl 3-methyl (±)-trans-4-benzylpyrrolidine-1,3-dicarboxylate